1-(hydroxy(phenyl)methyl)cyclopropane-1-carbaldehyde OC(C1(CC1)C=O)C1=CC=CC=C1